ClC1=C(C=CC=C1)C=1N=C(SC1)NC(C1=CC=C(C=C1)C(=O)N1CCS(CC1)(=O)=O)=O N-(4-(2-chlorophenyl)thiazol-2-yl)-4-(1,1-dioxidothiomorpholine-4-carbonyl)benzamide